C(C(=O)O)(=O)O.NC1=CC=C(C=C1)[C@@H]1N(CCC[C@@H]1C(=O)OCC)C(C1=C(C=CC=C1C)F)=O ethyl (2R,3S)-2-(4-aminophenyl)-1-(2-fluoro-6-methylbenzoyl)-piperidine-3-carboxylate oxalate